ClC1=CC2=C(C(=N1)OCC)C=NN2CC(=O)O 2-(6-chloro-4-ethoxy-1H-pyrazolo[4,3-c]pyridin-1-yl)acetic acid